C(C)(C)(C)OC(N(C)C1CCN(CC1)C1=CC=CC=2N(C(N(C21)C)=O)C=2C(=NC(=CC2)OCC2=CC=CC=C2)OCC2=CC=CC=C2)=O N-[1-[1-(2,6-dibenzyloxy-3-pyridinyl)-3-methyl-2-oxo-benzimidazol-4-yl]-4-piperidinyl]-N-methyl-carbamic acid tert-butyl ester